6-Methyl-5-heptene-2-one CC(=CCCC(C)=O)C